tert-butyl 6-[[1-(2,2,2-trifluoroethyl)-3-(trifluoromethyl)pyrazol-4-yl]methylene]-2-azaspiro[3.3]heptane-2-carboxylate FC(CN1N=C(C(=C1)C=C1CC2(CN(C2)C(=O)OC(C)(C)C)C1)C(F)(F)F)(F)F